ClC1=CC=C(C=C1)C1(CC1)C1=CC=CC(=N1)CC(C(=O)OC(C)(C)C)=C tert-butyl 2-((6-(1-(4-chlorophenyl)cyclopropyl)pyridin-2-yl)methyl)acrylate